2-(difluoromethyl)-5-(6-((4-(m-tolyl)-1H-1,2,3-triazol-1-yl)methyl)pyridin-3-yl)-1,3,4-oxadiazole FC(C=1OC(=NN1)C=1C=NC(=CC1)CN1N=NC(=C1)C=1C=C(C=CC1)C)F